[Cl-].[Cl-].C[Si](=[Hf+2](C1C(=CC2=C(C=3CCCC3C=C12)C1=CC(=CC(=C1)C)C)C)C1C(=CC2=C(C(=C(C=C12)C(C)(C)C)OC)C1=CC(=CC(=C1)C)C)C)C Trans-dimethylsilanediyl-[2-methyl-4-(3,5-dimethylphenyl)-5-methoxy-6-tert-butylinden-1-yl][2-methyl-4-(3,5-dimethylphenyl)-1,5,6,7-tetrahydro-s-indacen-1-yl]hafnium dichloride